C1(CC1)C(=O)OCC Ethyl cyclopropanecarboxylate